3-[4,6-bis(propan-2-yl)-1,3-dihydro-2-benzofuran-5-yl]-1-[[4-(hydroxymethyl)-2-(2-hydroxypropan-2-yl)-1,3-thiazol-5-yl]sulfonyl]urea CC(C)C1=C(C(=CC=2COCC21)C(C)C)NC(NS(=O)(=O)C2=C(N=C(S2)C(C)(C)O)CO)=O